[2-(4-chlorophenyl)-4,4-dimethylcyclohex-1-en-1-yl]-4,4-dimethylcyclohex-1-en ClC1=CC=C(C=C1)C1=C(CCC(C1)(C)C)C1=CCC(CC1)(C)C